COC1=CC=C(CN2N=C3C(=C(C2=O)C(F)(F)F)CCC3=O)C=C1 2-(4-Methoxybenzyl)-4-(trifluoromethyl)-5,6-dihydro-2H-cyclopenta[c]pyridazin-3,7-dione